(3-(2-chloropyrimidine-4-yl)-1H-indol-1-yl)propane-1-ol ClC1=NC=CC(=N1)C1=CN(C2=CC=CC=C12)C(CC)O